4-[5-(ethylsulfonyl)-2-(tetrahydro-2H-thiopyran-4-yloxy)phenyl]-6-methyl-1,6-dihydro-7H-pyrrolo[2,3-c]pyridin-7-one C(C)S(=O)(=O)C=1C=CC(=C(C1)C=1C2=C(C(N(C1)C)=O)NC=C2)OC2CCSCC2